1-((1R,4R)-4-(isobutylamino)cyclohexyl)-6-isopropyl-5-(8-methoxy-[1,2,4]triazolo[1,5-a]pyridin-6-yl)-1,3-dihydro-2H-benzo[d]imidazol-2-one C(C(C)C)NC1CCC(CC1)N1C(NC2=C1C=C(C(=C2)C=2C=C(C=1N(C2)N=CN1)OC)C(C)C)=O